Cl.NCC1=CC=C(C=C1)C1=NN(C(C2=CC=CC=C12)=O)CC1=CC=C(C=C1)F 4-(4-(aminomethyl)phenyl)-2-(4-fluorobenzyl)phthalazin-1(2H)-one hydrochloride